BrC1=CC=C(C=N1)OCC(=O)O 2-((6-bromopyridin-3-yl)oxy)acetic acid